COC=1C=C(C=CC1OC)C1=NC(=NC=C1C(=O)NC1=CC=NC=C1)SC 4-(3,4-dimethoxyphenyl)-2-(methylsulfanyl)-N-(pyridin-4-yl)pyrimidine-5-carboxamide